(1R,3S,5S)-N-methyl-N-[6-[4-(2-methyl-1,2,3-triazol-4-yl)-1H-indazol-7-yl]pyridazin-3-yl]-8-azabicyclo[3.2.1]octan-3-amine CN(C1C[C@H]2CC[C@@H](C1)N2)C=2N=NC(=CC2)C=2C=CC(=C1C=NNC21)C2=NN(N=C2)C